NC1=C(C(=NN1C(C)C)C1=CC=C(C=C1)C(C)C(NC1=NN(C(=C1)C(C(F)(F)F)(C)C)C)=O)C(=O)N 5-Amino-1-isopropyl-3-[4-(1-[[1-methyl-5-(1,1,1-trifluoro-2-methylpropan-2-yl)pyrazol-3-yl]carbamoyl]ethyl)phenyl]pyrazole-4-carboxamide